N1CCC(CC1)C=1C=NC(=NC1)N1C[C@@H]2CNC3=NN=C(C=C3N2CC1)C1=C(C=CC=C1)O 2-[(10S)-12-[5-(4-piperidyl)pyrimidin-2-yl]-1,5,6,8,12-pentazatricyclo[8.4.0.02,7]tetradeca-2,4,6-trien-4-yl]phenol